2-(3-((tert-butoxycarbonyl)amino)bicyclo[1.1.1]pentan-1-yl)acetic acid C(C)(C)(C)OC(=O)NC12CC(C1)(C2)CC(=O)O